8-((1H-pyrazol-5-yl)methyl)-5-ethynyl-6-methyl-2-((4-(4-methylpiperazin-1-yl)phenyl)amino)pyrido[2,3-d]pyrimidin-7(8H)-one N1N=CC=C1CN1C(C(=C(C2=C1N=C(N=C2)NC2=CC=C(C=C2)N2CCN(CC2)C)C#C)C)=O